2-hydroxyl-5-nonyl-acetophenone oxime OC(C)CCC(CCCC)CC(C1=CC=CC=C1)=NO